C(C)OC(CCC(=O)C1=NC(=CC(=C1O)Br)CC1=CC=C(C=C1)Cl)=O 4-[4-Bromo-6-(4-chloro-benzyl)-3-hydroxy-pyridin-2-yl]-4-oxo-butyric acid ethyl ester